ClCCC1=CC=C(CNNC)C=C1 4-(2-chloroethyl)-methylamino-benzylamine